3-Chloro-5-(trifluoromethyl)pyrid-2-ylmethanamin ClC=1C(=NC=C(C1)C(F)(F)F)CN